pyrazolo[4,3-c][1,7]naphthyridine-8-carboxamide N1=NC=C2C=NC3=CN=C(CC3=C21)C(=O)N